N-(furan-2-ylmethyl)-4-(pyrrolidin-1-yl)quinazolin-2-amine O1C(=CC=C1)CNC1=NC2=CC=CC=C2C(=N1)N1CCCC1